FC1=C2C=CN=CC2=C(C(=C1)C1=NC=C(N=C1)N(C)[C@@H]1[C@@H](C2CC[C@@H](C1)N2)F)O 5-fluoro-7-(5-{[(2R,3S,5S)-2-fluoro-8-azabicyclo[3.2.1]octan-3-yl](methyl)amino}pyrazin-2-yl)isoquinolin-8-ol